2-(2,6-dioxopiperidin-3-yl)-N-(6-methyl-5,6,7,8-tetrahydroquinolin-3-yl)-1-oxoisoindoline-5-carboxamide O=C1NC(CCC1N1C(C2=CC=C(C=C2C1)C(=O)NC=1C=NC=2CCC(CC2C1)C)=O)=O